ON1CCN(CC1)C1=CC=CC=2OCCOC21 5-(4-hydroxypiperazin-1-yl)-2,3-dihydro-1,4-benzodioxine